tert-Butyl 2-bromoacrylate BrC(C(=O)OC(C)(C)C)=C